(3-bromo-2-fluoro-phenyl)boronic acid BrC=1C(=C(C=CC1)B(O)O)F